FC(OC=1C=C(C=CC1)C1CCC(CC1)SC=1N=NNC1C(=O)O)(F)F 4-((4-(3-(trifluoromethoxy)phenyl)cyclohexyl)thio)-1H-1,2,3-triazole-5-carboxylic acid